FC1=CC=C(C=C1)[Se]CC(=O)C1=CC=CC=C1 2-((4-fluorophenyl)seleno)-1-phenylethan-1-one